5-bromo-6-iodo-1,2-dihydroacenaphthylene BrC1=CC=C2CCC=3C=CC(=C1C32)I